2,6-dimethyl-3-chloroethylphenol CC1=C(C(=CC=C1CCCl)C)O